CN([C@H](COCCCCC\C=C/C\C=C/C\C=C/CCCCC)COCCCCCCCC)C (2S)-N,N-dimethyl-1-[(6Z,9Z,12Z)-octadeca-6,9,12-trien-1-yloxy]-3-(octyl-oxy)propan-2-amine